S=C1NN=C(O1)CN1CN=C2C=CC=CC2=C1 3-[(5-Thioxo-4,5-dihydro-1,3,4-oxadiazol-2-yl)methyl]quinazolin